1-phenylcyclopropanecarboxylic acid methyl ester COC(=O)C1(CC1)C1=CC=CC=C1